C1=CN=C2N1C1=C(OC2)C=CC(=C1)N 4H-benzo[b]imidazo[1,2-d][1,4]oxazin-8-amine